6-(6-Methoxypyridin-3-yl)-N-methylpyrazin-2-amine COC1=CC=C(C=N1)C1=CN=CC(=N1)NC